(4R)-N-[(4-benzyloxy-2-pyridyl)methyl]-4-cyano-4-methyl-isochroman-6-carboxamide C(C1=CC=CC=C1)OC1=CC(=NC=C1)CNC(=O)C=1C=C2[C@](COCC2=CC1)(C)C#N